tert-butyl 4-(5-(3-carbamoyl-5-methyl-1H-pyrazol-1-yl)-1-((4'-(methylsulfonyl)-[1,1'-biphenyl]-4-yl) methyl)-1H-indol-3-yl)-3,6-dihydropyridine-1(2H)-carboxylate C(N)(=O)C1=NN(C(=C1)C)C=1C=C2C(=CN(C2=CC1)CC1=CC=C(C=C1)C1=CC=C(C=C1)S(=O)(=O)C)C=1CCN(CC1)C(=O)OC(C)(C)C